8-((4-fluoroindolin-1-yl)methyl)-N,N-dimethyl-2-morpholino-4-oxo-4H-chromene-6-carboxamide FC1=C2CCN(C2=CC=C1)CC=1C=C(C=C2C(C=C(OC12)N1CCOCC1)=O)C(=O)N(C)C